benzyl-(4-oxocyclohexyl)-carbamic acid tert-butylButyl ester C(C)(C)(C)C(CCC)OC(N(C1CCC(CC1)=O)CC1=CC=CC=C1)=O